NC1=C(C=CC=C1)N1C(=CC2=CC(=CC=C12)Br)C1C(N(C(C1)=O)C)=O 3-(1-(2-Aminophenyl)-5-bromo-1H-indol-2-yl)-1-methylpyrrolidine-2,5-dione